ONC(=O)N=C1CC=C(N=C1)C(=O)NC1=C(C=C(C=C1)NC(C1=CC=C(C(=O)NC)C=C1)=O)OC N1-(4-(5-(N-hydroxycarbamoylimino)pyridinoylamino)-3-methoxyphenyl)-N4-methyl-terephthalamide